6-{[(1R)-1-(4-Chlorophenyl)-7-fluoro-5-(2-hydroxypropan-2-yl)-1-methoxy-3-oxo-2,3-dihydro-1H-isoindol-2-yl]methyl}pyridin-3-carbonitril ClC1=CC=C(C=C1)[C@@]1(N(C(C2=CC(=CC(=C12)F)C(C)(C)O)=O)CC1=CC=C(C=N1)C#N)OC